C(C)C1=C(C(=CC=C1)CC)N1C(=NC(C(=C1O)CC1=C(C=C(C=C1)C=1C(=CC(=CC1)F)C(=O)N)F)=O)C1=NN(C=C1)C 4'-{[1-(2,6-diethylphenyl)-6-hydroxy-2-(1-methyl-1H-pyrazol-3-yl)-4-oxo-1,4-dihydropyrimidin-5-yl]methyl}-3',4-difluoro-[1,1'-biphenyl]-2-carboxamide